C(C)(C)(C)OC(=O)N1CC(OCC1)CNC1=C(N=NC(=C1)Cl)C(=O)O 4-((4-(tert-butoxycarbonyl)morpholin-2-yl)methylamino)-6-chloropyridazine-3-carboxylic acid